8-(4-chloro-2-fluorophenyl)-6-(6-(1-cyclopropyl-1H-pyrazol-4-yl)-3,6-dihydro-2H-pyran-4-yl)-2,3-dimethylpyrimido[5,4-d]pyrimidin-4(3H)-one ClC1=CC(=C(C=C1)C1=NC(=NC2=C1N=C(N(C2=O)C)C)C=2CCOC(C2)C=2C=NN(C2)C2CC2)F